C(CCCC(=O)OC)(=O)OC dimethyl 1,5-pentanedioate